ClC=1C=C(C=CC1F)NC(=O)[C@@H]1N(S(N[C@@H](C1)C1=CC=C(C=C1)OC(F)(F)F)(=O)=O)C Cis-N-(3-Chloro-4-fluorophenyl)-2-methyl-5-(4-(trifluoromethoxy)phenyl)-1,2,6-thiadiazinane-3-carboxamide 1,1-dioxide